(3S)-3-{methyl[2-(pyridin-2-yl)-5H,6H,7H-cyclopenta[d]pyrimidin-4-yl]amino}-1-(pyridin-4-yl)pyrrolidin-2-one CN([C@@H]1C(N(CC1)C1=CC=NC=C1)=O)C=1C2=C(N=C(N1)C1=NC=CC=C1)CCC2